[N+](=O)([O-])C=1C=C(C=CC1)[C@H](CO)O (R)-1-(3-nitrophenyl)ethane-1,2-diol